6-methyl-4-[(1-methylcyclopropyl)amino]-N-(1,3-thiazol-2-ylmethyl)furo[2,3-d]pyrimidine-5-carboxamide CC1=C(C2=C(N=CN=C2NC2(CC2)C)O1)C(=O)NCC=1SC=CN1